3-chloro-2-methyl-5-phenylpyrazole ClC=1N(N=C(C1)C1=CC=CC=C1)C